C1(CCCC1)NC1=CC(=CC(=N1)N1C(C2=CC=CC(=C2C1)C(F)(F)F)=O)C1(CCC1)CC1=NN=CN1C 2-(6-(cyclopentylamino)-4-(1-((4-methyl-4H-1,2,4-triazol-3-yl)methyl)cyclobutyl)pyridin-2-yl)-4-(trifluoromethyl)isoindolin-1-one